2-(4-fluorophenyl)morpholine-5,5-d2 FC1=CC=C(C=C1)C1CNC(CO1)([2H])[2H]